5-(5-((4-methoxybenzyl)amino)-1,2,4-thiadiazol-3-yl)quinoline-2-carboxylic acid COC1=CC=C(CNC2=NC(=NS2)C2=C3C=CC(=NC3=CC=C2)C(=O)O)C=C1